dodecyloxy oxypropylene phosphate P1(=O)(OOCCCCCCCCCCCC)OOCC(C)O1